C(=O)(OCC1C2=CC=CC=C2C2=CC=CC=C12)N([C@@H](CCC(N)=O)C(=O)O)CC fmoc-(N-ethyl)-L-glutamine